Cl.[I-].NCCOCC[N+](C)(C)CC(=O)N 2-(2-aminoethoxy)ethyl-(2-amino-2-oxo-ethyl)-dimethyl-ammonium iodide hydrochloride